4,5-bis(but-3-en-1-yloxy)-9,10-dioxo-9,10-dihydroanthracene-2-carboxylic acid C(CC=C)OC1=CC(=CC=2C(C3=CC=CC(=C3C(C12)=O)OCCC=C)=O)C(=O)O